ClC1=CC=C(CNC(NC2CC3(CC(C3)CNC(=O)C=3C=NNC3)C2)=O)C=C1 N-((6-(3-(4-chlorobenzyl)ureido)spiro[3.3]heptan-2-yl)methyl)-1H-pyrazole-4-carboxamide